C(#N)C=1C=CC(=C2C=CC=NC12)N1CC2(CC2(C1)C(F)(F)F)NC(CC1CN(CCO1)C)=O N-(3-(8-cyanoquinolin-5-yl)-5-(trifluoromethyl)-3-azabicyclo[3.1.0]hex-1-yl)-2-(4-methylmorpholin-2-yl)acetamide